1-(4-(4-bromophenyl)bicyclo[2.2.2]oct-1-yl)heptane-1-one BrC1=CC=C(C=C1)C12CCC(CC1)(CC2)C(CCCCCC)=O